FC1=C(CC2=CC(=CN2C)C(=O)N2CC(C2)(C2=NC=CC=C2)C)C=CC=C1 (5-(2-fluorobenzyl)-1-methyl-1H-pyrrol-3-yl)(3-methyl-3-(pyridin-2-yl)azetidin-1-yl)methanone